1-(1-methyl-1,2,3,4-tetrahydroquinolin-5-yl)-5-(trifluoromethyl)-1H-pyrazole-4-carbonyl chloride CN1CCCC2=C(C=CC=C12)N1N=CC(=C1C(F)(F)F)C(=O)Cl